6-((2-methoxy-4-(4-(4-methylpiperazin-1-yl)piperidine-1-carbonyl)phenyl)amino)-2,4,9-trimethyl-4,9-dihydro-10H-pyrimido[5,4-b]thiazolo[5,4-e][1,4]diazepin-10-one COC1=C(C=CC(=C1)C(=O)N1CCC(CC1)N1CCN(CC1)C)NC=1N=CC=2N(C(C3=C(N(C2N1)C)SC(=N3)C)=O)C